C(#N)C=1C=C(C=NC1N1C[C@H](CC1)O)C=1C(=CC(=C(C(=O)NC2=NNC=C2)C1)F)C (S)-5-(5-cyano-6-(3-hydroxypyrrolidin-1-yl)pyridin-3-yl)-2-fluoro-4-methyl-N-(1H-pyrazol-3-yl)benzamide